2-oxo-2-[rac-(2S,5R)-4-cyclopropyl-5-methyl-2-phenyl-piperazin-1-yl]acetamide O=C(C(=O)N)N1[C@H](CN([C@@H](C1)C)C1CC1)C1=CC=CC=C1 |r|